2,3-dichloro-6,7-dibutyl-1,4-naphthoquinone ClC=1C(C2=CC(=C(C=C2C(C1Cl)=O)CCCC)CCCC)=O